C(C1=CC=CC=C1)OC(=O)N(CCNC(OC(C)(C)C)=O)CCN1C=NC=C1 tert-butyl N-(2-{[(benzyloxy)carbonyl][2-(imidazol-1-yl)ethyl]amino}ethyl)carbamate